C1=CC=CC=2C3=CC=CC=C3C(C12)COC(=O)N1CC2(C[C@H]1C(=O)O)CCCC2 (3S)-2-{[(9H-fluoren-9-yl)methoxy]carbonyl}-2-azaspiro[4.4]nonane-3-carboxylic acid